bis(2,4-di-t-butylphenyl)pentaerythritol C(C)(C)(C)C1=C(C=CC(=C1)C(C)(C)C)C(O)(C(CO)(CO)CO)C1=C(C=C(C=C1)C(C)(C)C)C(C)(C)C